FC1(CCN(CC1)C1=C(C=O)C=C(C=C1)F)F 2-(4,4-difluoropiperidin-1-yl)-5-fluorobenzaldehyde